N'-(3-chlorophenyl)-4-(2,4-dioxopyrrolidin-3-ylidene)-4-(phenylamino)butyryl-hydrazine ClC=1C=C(C=CC1)NNC(CCC(NC1=CC=CC=C1)=C1C(NCC1=O)=O)=O